tin dioxide hydrate O.[Sn](=O)=O